C(C)(=O)N[C@@H](CC1=CNC2=CC=CC=C12)C(=O)O N-acetyl-Tryptophan